C1(=CC=CC=C1)N(C(=O)C=1OC=CC1)C1CCN(CC1)CCC1=CC(=CC=C1)[Sn](C)(C)C N-phenyl-N-(1-(3-(trimethylstannyl)phenethyl)piperidin-4-yl)furan-2-carboxamide